CC[C@H](C)[C@H]1C(=O)C(C(=O)N1)C(=O)C The molecule is a member of the class of pyrrolidin-2-ones that is 5-(butan-2-yl)pyrrolidine-2,4-dione carrying an additional acetyl group at position 3. A mycotoxin produced by various plant pathogenic fungi. It has a role as a mycotoxin, a human urinary metabolite and a protein synthesis inhibitor. It is a methyl ketone, a member of pyrrolidin-2-ones and a beta-diketone. It is a conjugate acid of a tenuazonic acid(1-).